N1(N=CC=C1)CC(=O)N1CC=2N=C(SC2C1)NC(C1=CN=C(C=C1C1=C(C=CC=C1)OC)C)=O N-(5-(2-(1H-pyrazol-1-yl)acetyl)-5,6-dihydro-4H-pyrrolo[3,4-d]thiazol-2-yl)-4-(2-methoxyphenyl)-6-methylnicotinamide